C1(=C(C=CC=C1)CO[C@H]1C[C@H](NC1)C(=O)O)C (2S,4S)-4-(o-tolylmethoxy)pyrrolidine-2-carboxylic acid